3-butyl-7-(ethylthio)-8-hydroxy-2-(4-methoxybenzyl)-5-phenyl-2,3,4,5-tetrahydro-1,2,5-benzothiadiazepine 1,1-dioxide C(CCC)C1N(S(C2=C(N(C1)C1=CC=CC=C1)C=C(C(=C2)O)SCC)(=O)=O)CC2=CC=C(C=C2)OC